ClC1=C(C(=C2C(=N1)N(C=C2)[C@@H]2O[C@@H]([C@@H]1[C@H]2OC(O1)(C)C)CSCP(OCC)(OCC)=O)NC1CCCC1)C#N diethyl (((((3aS,4S,6R,6aR)-6-(6-chloro-5-cyano-4-(cyclopentylamino)-1H-pyrrolo[2,3-b]pyridin-1-yl)-2,2-dimethyltetrahydrofuro[3,4-d][1,3]dioxol-4-yl)methyl)thio)methyl)phosphonate